6-(2-((6,6-dimethyl-2,4-dioxo-3-azabicyclo[3.1.0]hexan-3-yl)methyl)thieno[3,2-b]pyridin-7-yl)-5-(3,3-dimethylpiperazine-1-carbonyl)-4-methylpicolinonitrile CC1(C2C(N(C(C12)=O)CC1=CC2=NC=CC(=C2S1)C1=C(C(=CC(=N1)C#N)C)C(=O)N1CC(NCC1)(C)C)=O)C